C(C)(C)(C)OC(=O)C1(CC1)N1N=C(C=2C(C1=O)=CN(N2)C(C)C)C(C)C (2,7-diisopropyl-4-oxo-2,4-dihydro-5H-pyrazolo[3,4-d]pyridazin-5-yl)cyclopropane-1-carboxylic acid tert-butyl ester